1-methoxy-4-pentylbenzene COC1=CC=C(C=C1)CCCCC